C(C)(C)(C)OC(=O)N1CC(CC=C1C1=CC2=C3N(N=C2C=C1)CCN(C3)C)C 3-Methyl-6-(2-methyl-1,2,3,4-tetrahydropyrazino[1,2-b]indazol-9-yl)-3,4-dihydropyridine-1(2H)-carboxylic acid tert-butyl ester